(4-methoxy-3-(prop-2-yn-1-yloxy)phenyl)methanol COC1=C(C=C(C=C1)CO)OCC#C